FC(OC=1C=C2C=NNC(C2=CC1)=O)(F)F 6-(trifluoromethoxy)phthalazin-1(2H)-one